3-(1-methylpyrrolidin-2-yl)prop-2-en-1-one CN1C(CCC1)C=CC=O